7-(1H-imidazol-1-yl)-2,4-dihydro-1H-3,1-benzoxazine-2,4-dione N1(C=NC=C1)C1=CC2=C(C(OC(N2)=O)=O)C=C1